(2R)-1-[[2-[2-[tert-butyl(dimethyl)silyl]oxyethyl]-4-iodo-5-methyl-pyrazol-3-yl]methyl-isopropyl-amino]propan-2-ol [Si](C)(C)(C(C)(C)C)OCCN1N=C(C(=C1CN(C[C@@H](C)O)C(C)C)I)C